CC1=CC=C(CN2N=C3N([C@H](CCC3)C(=O)N3[C@H](CCC3)C)C2=O)C=C1 |&1:10| 2-(4-Methylbenzyl)-(5RS)-{[(2S)-2-methylpyrrolidin-1-yl]carbonyl}-5,6,7,8-tetrahydro[1,2,4]triazolo[4,3-a]pyridin-3(2H)-on